O.O.O.O.OP(O)(=O)OP(=O)(O)OP(=O)(O)OP(=O)(O)O tetraphosphate tetrahydrate